2-(4-hydroxy-3-(methylsulfonyl)phenyl)-N-(4-(4-(trifluoromethoxy)phenylethoxy)phenyl)acetamide OC1=C(C=C(C=C1)CC(=O)NC1=CC=C(C=C1)OCCC1=CC=C(C=C1)OC(F)(F)F)S(=O)(=O)C